O[C@@H]1C[C@H](N(C1)C(=O)OC(C)(C)C)C=1NC=C(N1)C(N(CC1=CC=C(C=C1)C1=C(N=CS1)C)C)=O tert-butyl (2S,4R)-4-hydroxy-2-[4-[methyl-[[4-(4-methyl-1,3-thiazol-5-yl)phenyl]methyl] carbamoyl]-1H-imidazol-2-yl]pyrrolidine-1-carboxylate